FC=1C=C(OC=2C=C(C=C(C2)C)C=2C3=C(C(N(C2)C)=O)C=C(S3)C(=O)NC3CCC(CC3)O)C=CC1C 7-(3-(3-Fluoro-4-methylphenoxy)-5-methylphenyl)-N-((1r,4r)-4-hydroxycyclohexyl)-5-methyl-4-oxo-4,5-dihydrothieno[3,2-c]pyridine-2-carboxamide